C(C)(C)(C)C1=NN=C(O1)C(=O)N[C@H]1C2=C(CN(CC1)C(=O)OC(C)(C)C)C=C(C=C2)C2=NC(=NC=C2)NC=2C=NN(C2)C(C)C tert-butyl (R)-5-(5-(tert-butyl)-1,3,4-oxadiazole-2-carboxamido)-8-(2-((1-isopropyl-1H-pyrazol-4-yl)amino)pyrimidin-4-yl)-1,3,4,5-tetrahydro-2H-benzo[c]azepine-2-carboxylate